2-[[1-[2-hydroxy-1-methyl-ethyl]-3-(oxetan-3-yloxy)pyrazol-4-yl]amino]-7-[(3R,4R)-4-methyltetrahydrofuran-3-yl]pyrrolo[2,3-d]pyrimidine-6-carbonitrile OCC(C)N1N=C(C(=C1)NC=1N=CC2=C(N1)N(C(=C2)C#N)[C@H]2COC[C@@H]2C)OC2COC2